P(=O)(O)(O)CCCOC(=O)C1CCNCC1 piperidine-4-carboxylic acid 3-phosphonopropyl ester